N-((1R,5S,6s)-3-azabicyclo[3.1.0]hexane-6-yl)-2-(((E)-((Z)-2'-oxo-[2,3'-biindolinylidene]-3-ylidene)amino)oxy)acetamide [C@@H]12CNC[C@H]2C1NC(CO/N=C\1/C(/NC2=CC=CC=C12)=C\1/C(NC2=CC=CC=C12)=O)=O